[Na].ClC=1C2=C(N(N=C2C=CC1S)C)C#N 4-chloro-3-cyano-2-methyl-2H-indazole-5-thiol sodium salt